ClCCSC1=NN=C(S1)NC(CC1=CC=CC=C1)=O N-(5-(2-chloroethylthio)-1,3,4-thiadiazol-2-yl)-2-phenylacetamide